N-((4,5-dichloro-2-hydroxyphenyl)(1-(2-hydroxyacetyl)piperidin-4-yl)methyl)-2-methylpropane-2-sulfinamide ClC1=CC(=C(C=C1Cl)C(NS(=O)C(C)(C)C)C1CCN(CC1)C(CO)=O)O